methyl (E)-3-[2-(4-fluorophenyl)-1H-indol-3-yl]prop-2-enoate FC1=CC=C(C=C1)C=1NC2=CC=CC=C2C1/C=C/C(=O)OC